FC(OC1=CC=C(CNC2=C(C=C(C=C2)S(=O)(=O)NC(C2=C(C=CC=C2)N2C3=C(OCCC2)N=C2C(=C3)C=CN2)=O)[N+](=O)[O-])C=C1)F N-((4-((4-(difluoromethoxy)benzyl)amino)-3-nitrophenyl)sulfonyl)-2-(3,4-dihydro-2H-pyrrolo[3',2':5,6]pyrido[2,3-b][1,4]oxazepin-1(7H)-yl)benzamide